6-(3-methoxypyridin-4-yl)-1-(4-(1-methyl-4-(trifluoromethyl)-1H-imidazol-2-yl)benzyl)-1H-pyrazolo[3,4-d]pyrimidine COC=1C=NC=CC1C1=NC=C2C(=N1)N(N=C2)CC2=CC=C(C=C2)C=2N(C=C(N2)C(F)(F)F)C